N-(6-amino-5-methylpyridin-3-yl)-2-(5-methyl-2-(pyridin-4-yl)piperidin-1-yl)-2-oxoacetamide NC1=C(C=C(C=N1)NC(C(=O)N1C(CCC(C1)C)C1=CC=NC=C1)=O)C